C(C)(C)(C)C1N2C(C3=CC(=C(C=C3C1)C1=CN=C(S1)N1CC(C1)(F)F)OC)=CC(C(=C2)C(=O)OCC)=O Ethyl 6-tert-butyl-9-[2-(3,3-difluoroazetidin-1-yl) thiazol-5-yl]-10-methoxy-2-oxo-6,7-dihydro-2H-pyrido[2,1-a]isoquinoline-3-carboxylate